[Na].CC1(OCCC(C1)N(S(=O)(=O)NC(=O)NC1=C2CCCC2=CC=2CCCC12)C=1C=NN(C1)C)C 1-[(2,2-dimethyloxan-4-yl)(1-methyl-1H-pyrazol-4-yl)sulfamoyl]-3-(1,2,3,5,6,7-hexahydro-s-indacen-4-yl)urea sodium salt